Cl.COC1=CC=C2C=3C=CN=C(C3N(C2=C1)CCCCCC(=O)O)C 6-(7-Methoxy-1-methyl-β-carbolin-9-yl)hexanoic acid hydrochloride